N-[1-(4-{[(2-chlorophenyl)acetyl]amino}-2-sulfamoylphenyl)-1H-pyrazol-4-yl]-3,3,3-trifluoropropionamide ClC1=C(C=CC=C1)CC(=O)NC1=CC(=C(C=C1)N1N=CC(=C1)NC(CC(F)(F)F)=O)S(N)(=O)=O